C[Si]1(CCN(CC1)C1=C(C(=O)NC2=NC(=C(C=C2)C)N2CCOCC2)C=CC(=C1)NS(=O)(=O)CCO)C 2-(4,4-Dimethyl-1,4-azasilinan-1-yl)-4-((2-hydroxyethyl)sulfonamido)-N-(5-methyl-6-morpholinopyridin-2-yl)benzamide